COC(=O)C1CNCCC1 methylpiperidine-3-carboxylate